1,6-di-O-(tert-butyldiphenylsilyl)D-tagatofuranose [Si](C1=CC=CC=C1)(C1=CC=CC=C1)(C(C)(C)C)OCC1(O)[C@@H](O)[C@@H](O)[C@H](O1)CO[Si](C1=CC=CC=C1)(C1=CC=CC=C1)C(C)(C)C